CN1CCN(CC1)C=1C=CC(=NC1)NC=1C2=C(C(=NC1)C1=CNC=C1)CNC2=O 7-[[5-(4-methylpiperazin-1-yl)-2-pyridinyl]amino]-4-(1H-pyrrol-3-yl)-2,3-dihydropyrrolo[3,4-c]pyridin-1-one